N-[4-(3-cyanophenyl)-5-(2,6-dimethyl-4-pyridinyl)thiazol-2-yl]-6,8-dihydro-5H-imidazo[1,2-a]pyrazine-7-carboxamide C(#N)C=1C=C(C=CC1)C=1N=C(SC1C1=CC(=NC(=C1)C)C)NC(=O)N1CC=2N(CC1)C=CN2